(7R,14R)-1-(difluoromethoxy)-6-(methyl-d3)-11-(3-(piperidin-4-yloxy)prop-1-yn-1-yl)-6,7-dihydro-7,14-methanobenzo[f]benzo[4,5]imidazo[1,2-a][1,4]diazocin-5(14H)-one FC(OC1=CC=CC=2C(N([C@H]3C=4N([C@@H](C21)C3)C3=C(N4)C=CC(=C3)C#CCOC3CCNCC3)C([2H])([2H])[2H])=O)F